C(CC1=CC=CC=C1)NC1=C(N=C2N1C(=CC=C2)C2=C(C=CC1=CC=CC=C21)O)C2=CC=CC=C2 1-(3-(phenethylamino)-2-phenylimidazo[1,2-a]pyridin-5-yl)naphthalen-2-ol